C(CC)(=O)OOC.[Na] sodium methoxy propionate